FC1=C(C=CC(=C1)F)C1=C(C(=CN1S(=O)(=O)C=1C=NC(=CC1)C)C=O)OC 5-(2,4-difluorophenyl)-4-methoxy-1-((6-methylpyridin-3-yl)sulfonyl)-1H-pyrrole-3-carbaldehyde